3-((naphthalen-2-ylsulfonyl)methyl)-3H-[1,2,3]-triazolo[4,5-b]pyridine C1=C(C=CC2=CC=CC=C12)S(=O)(=O)CN1N=NC=2C1=NC=CC2